N1N=CC2=CC(=CC=C12)NC=1C2=C(N=C(N1)C=1C=CC3=C(SC(=C3)C(=O)NC(C)C)C1)C=CS2 6-(4-((1H-indazol-5-yl)amino)thieno[3,2-d]pyrimidin-2-yl)-N-isopropylbenzo[b]thiophene-2-carboxamide